(p-aminophenoxy)pentafluoro-cyclotriphosphazene NC1=CC=C(OP2(=NP(=NP(=N2)(F)F)(F)F)F)C=C1